C(C)OC1=C(C=CC(=C1)COCC)O 2-ethoxy-4-(ethoxymethyl)phenol